FC(F)[Si](C)(C)C (difluoromethyl)-trimethylsilane